(4H-thieno[2',3':4,5]pyrrolo[3,2-b]pyridin-2-yl)methylamine S1C(=CC2=C1C1=NC=CC=C1N2)CN